C(C)OC1=C(C=CC=C1)NCC(O)C1=NNC(N1)=S 3-[2-(2-ethoxyphenylamino)-1-hydroxyethyl]-1H-1,2,4-triazole-5(4H)-thione